p-amino-α-bromocinnamyl alcohol NC1=CC=C(C=C(CO)Br)C=C1